C(C)OP(=O)(OCC)[C@H](C=1C=CC2=C(C=C(S2)C(=O)OCC2=CC=CC=C2)C1)O |r| rac-benzyl 5-[(diethoxyphosphoryl)(hydroxy)methyl]-1-benzothiophene-2-carboxylate